5-cyclopropyl-3-[(1-methyl-2,2-dioxo-3H-2,1-benzothiazol-5-yl)amino]-6-(3-methylimidazo[4,5-c]pyridin-7-yl)pyrazine-2-carboxylic acid C1(CC1)C=1N=C(C(=NC1C=1C2=C(C=NC1)N(C=N2)C)C(=O)O)NC=2C=CC1=C(CS(N1C)(=O)=O)C2